3-(3-fluorobenzyloxy)phenylamine FC=1C=C(COC=2C=C(C=CC2)N)C=CC1